COC1=C(C=C(C=C1)N(C1=CC(=NC2=CC=CC=C12)C#N)C)[N+](=O)[O-] 4-((4-methoxy-3-nitrophenyl)(methyl)amino)quinoline-2-carbonitrile